(S)-4-(4-(1-(5-(2,4-difluorophenoxy)pyrazin-2-ylamino)-1-oxopropan-2-yl)-2,2-dimethylpiperazine-1-carbonyl)-2-(2-hydroxypropan-2-yl)pyridine 1-oxide FC1=C(OC=2N=CC(=NC2)NC([C@H](C)N2CC(N(CC2)C(=O)C2=CC(=[N+](C=C2)[O-])C(C)(C)O)(C)C)=O)C=CC(=C1)F